2,2,2-trichloroethyl 5-(tetradecyloxy)furan-2-carboxylate C(CCCCCCCCCCCCC)OC1=CC=C(O1)C(=O)OCC(Cl)(Cl)Cl